[Cl-].[Cl-].C[SiH](C)[Zr+2](C1C(=CC2=CC=CC=C12)C)C1C(=CC2=CC=CC=C12)C dimethylsilyl-bis(2-methyl-indenyl)zirconium dichloride